4-(2-(4-(5-chloro-2-(1H-tetrazol-1-yl)phenyl)-5-methoxy-2-oxopyridin-1(2H)-yl)-3-phenylpropionamido)benzoic acid ClC=1C=CC(=C(C1)C1=CC(N(C=C1OC)C(C(=O)NC1=CC=C(C(=O)O)C=C1)CC1=CC=CC=C1)=O)N1N=NN=C1